2-acetamido-4-(2-acetamidophenyl)-4-oxobutanoic acid methyl ester COC(C(CC(=O)C1=C(C=CC=C1)NC(C)=O)NC(C)=O)=O